C1C[C@@H](C2=C(C1)C3=C(N2)C=CC(=C3)Cl)C(=O)N The molecule is a 6-chloro-2,3,4,9-tetrahydro-1H-carbazole-1-carboxamide that has S configuration It is the active enantiomer. It has a role as a Sir1 inhibitor. It is an enantiomer of a (R)-selisistat.